C1(C=CCCC1)N1N=CC=2C1=NC(=NC2)NC2=C(C=C1CCN(CC1=C2)C)OC N-(1-(cyclohex-2-en-1-yl)-1H-pyrazolo[3,4-d]pyrimidin-6-yl)-6-methoxy-2-methyl-1,2,3,4-tetrahydroisoquinolin-7-amine